COC=1C=C(C=C(C1)C(F)(F)F)C1=CC=C(C=C1)C(=O)O 3'-methoxy-5'-(trifluoromethyl)-[1,1'-biphenyl]-4-carboxylic acid